FC(C=1C(=C(C=CC1)[C@@H](C)NC=1C=2C(N=C(N1)C)=C(C(N(C2)N2CCOCC2)=O)C=2C=NC=1N(C2)N=CC1)F)F (R)-4-((1-(3-(difluoromethyl)-2-fluorophenyl)ethyl)amino)-2-methyl-6-morpholino-8-(pyrazolo[1,5-a]pyrimidin-6-yl)pyrido[4,3-d]pyrimidin-7(6H)-one